(S)-3-((1-((6-chloropyridin-3-yl)amino)isoquinolin-6-yl)oxy)-1,1,1-trifluoro-2-methylpropan-2-ol ClC1=CC=C(C=N1)NC1=NC=CC2=CC(=CC=C12)OC[C@@](C(F)(F)F)(O)C